O[C@H](COC=1C=C(C=CC1)S(=O)(=O)NC)CNC1COC2(C1)CCN(CC2)S(=O)(=O)C2=C(C=CC=C2)OC(F)(F)F 3-((2S)-2-hydroxy-3-(8-(2-(trifluoromethoxy)phenylsulfonyl)-1-oxa-8-azaspiro[4.5]decan-3-ylamino)propoxy)-N-methylbenzenesulfonamide